2,4-hexanedione CC(CC(CC)=O)=O